The molecule is a cyanine dye and an organic iodide salt. It has a role as a fluorochrome. It contains a Po-Pro-1(2+). CN\\1C2=CC=CC=C2O/C1=C\\C3=CC=[N+](C=C3)CCC[N+](C)(C)C.[I-].[I-]